ClC1=CC=C(C=C1)C1=CC=C2C=CC(=NC2=C1)SCC(OC)OC (E)-7-(4-Chlorophenyl)-2-((2,2-dimethoxyethyl)thio)quinoline